tert-Butyl((S)-1-(5-fluorobenzo[d]thiazol-2-yl)-1-oxo-3-((S)-2-oxopyrrolidin-3-yl)propan-2-yl)carbamate C(C)(C)(C)OC(N[C@H](C(=O)C=1SC2=C(N1)C=C(C=C2)F)C[C@H]2C(NCC2)=O)=O